BrC1=CC=C2C(=N1)C(CN2C2=NC(=NC=C2C(=O)OC(C)C)NC2=C(C=C(C(=C2)[N+](=O)[O-])N2[C@H](CCC2)CN(C)C)OC)(C)C isopropyl (R)-4-(5-bromo-3,3-dimethyl-2,3-dihydro-1H-pyrrolo[3,2-b]pyridin-1-yl)-2-((4-(2-((dimethylamino)methyl)pyrrolidin-1-yl)-2-methoxy-5-nitrophenyl)amino)pyrimidine-5-carboxylate